C(CC(C)C)N1CCC(CC1)C=1C=C2C(=C(NC2=CC1)C=1C=C(C(N(C1)C)=O)C1=CC=CC=C1)C(C)C 5-(5-(1-isopentylpiperidin-4-yl)-3-isopropyl-1H-indol-2-yl)-1-methyl-3-phenylpyridin-2(1H)-one